Tert-butyl 8-(4-(((benzyloxy) formyl) amino) phenoxy)-2,3-dihydro-4H-pyrido[3,2-b][1,4]oxazine-4-carboxylate C(C1=CC=CC=C1)OC(=O)NC1=CC=C(OC2=CC=NC3=C2OCCN3C(=O)OC(C)(C)C)C=C1